[5-fluoro-2-[2-[(3-fluorophenoxy)methyl]imidazo[1,2-a]pyrimidin-6-yl]phenyl]methanol methyl-2-((1R,4R)-2-oxa-5-azabicyclo[2.2.1]heptan-5-yl)-5-bromoisonicotinate CC1=C(C(=O)OCC2=C(C=CC(=C2)F)C=2C=NC=3N(C2)C=C(N3)COC3=CC(=CC=C3)F)C(=CN=C1N1[C@H]3CO[C@@H](C1)C3)Br